aminooxybenzoxazepin hydrochloride Cl.NOC1=NOC2=C(C=C1)C=CC=C2